OC=1C(C=C(OC1)C(C)N1CC=2C=CC=CC2C2C1C2)=O 5-hydroxy-2-(1-(1,1a,3,7b-tetrahydro-2H-cyclopropa[c]isoquinolin-2-yl)ethyl)-4H-pyran-4-one